OC1=CC(=CC=2N(C(=NC21)C)S(=O)(=O)CC2=CC=CC=C2)C(=O)N(C)C 4-hydroxy-N,N,2-trimethyl-1-[(benzyl)sulfonyl]-1H-benzimidazole-6-formamide